C(C=C)OC(=O)N[C@@H](CC1=CC=C(C=C1)F)C(=O)O N-(allyloxycarbonyl)-4-fluorophenylalanine